5-[1-hydroxy-2-(3-methylthiophenylamino)ethyl]-1,3,4-oxadiazol-2(3H)-one OC(CNC1=CC(=CC=C1)SC)C1=NNC(O1)=O